D-xylonic acid O=C([C@H](O)[C@@H](O)[C@H](O)CO)O